C1(CC1)C=1C(=NN2C1C(NC(=C2)C2=CC1=C(N(C=N1)C)C=C2)=O)C(=O)OCC ethyl 3-cyclopropyl-6-(1-methyl-1H-benzimidazol-5-yl)-4-oxo-4,5-dihydropyrazolo[1,5-a]pyrazine-2-carboxylate